2-(ethoxycarbonyl)phenyl isocyanate C(C)OC(=O)C1=C(C=CC=C1)N=C=O